C(=O)[O-].C(CC)[N+](C)(C)C propyl-trimethyl-ammonium formate